(1S,3R)-N1-{[4-(4H-1,2,4-triazol-3-yl)phenyl]methyl}-N3-[6-(2,2,2-trifluoroethyl)thieno[2,3-d]pyrimidin-4-yl]cyclohexane-1,3-diamine hydrochloride Cl.N=1N=C(NC1)C1=CC=C(C=C1)CN[C@@H]1C[C@@H](CCC1)NC=1C2=C(N=CN1)SC(=C2)CC(F)(F)F